bis(4-fluorophenyl)(1-phenylpropa-1,2-dien-1-yl)phosphine oxide FC1=CC=C(C=C1)P(C(=C=C)C1=CC=CC=C1)(C1=CC=C(C=C1)F)=O